2-(3,5-dimethylphenyl)quinolin tert-butyl-[2-({4-[3-(3-chloro-2-methylanilino)-4-oxo-4,5,6,7-tetrahydro-1H-pyrrolo[3,2-c]pyridin-2-yl]pyridin-3-yl}oxy)ethyl]carbamate C(C)(C)(C)N(C(O)=O)CCOC=1C=NC=CC1C1=C(C=2C(NCCC2N1)=O)NC1=C(C(=CC=C1)Cl)C.CC=1C=C(C=C(C1)C)C1=NC2=CC=CC=C2C=C1